NC1=NC=C(C2=C1C=NN2CC2=CC=C(C=C2)OC)C#N 4-amino-1-(4-methoxybenzyl)-1H-pyrazolo[4,3-c]pyridine-7-carbonitrile